NC1=NC(N(C=C1)[C@@H]1C([C@@H]([C@H](C1(F)F)O)CO)=O)=O 4-amino-1-[(2r,4r,5r)-3,3-difluoro-4-hydroxy-5-(hydroxymethyl)oxocyclopent-2-yl]-1,2-dihydropyrimidin-2-one